3-[(1S)-1-(5,7-difluoro-3-methyl-1-benzofuran-2-yl)-2,2,2-trifluoroethyl]-1-(1H-indazol-5-yl)urea FC=1C=C(C2=C(C(=C(O2)[C@@H](C(F)(F)F)NC(NC=2C=C3C=NNC3=CC2)=O)C)C1)F